(6-bromo-3-pyridyl)-[1-(trifluoromethyl)cyclopropyl]methanone BrC1=CC=C(C=N1)C(=O)C1(CC1)C(F)(F)F